BrC=1C=2N(C=C(C1)OCC(C)(C)O)N=CC2P(C)(C)=O (4-bromo-6-(2-hydroxy-2-methylpropyloxy)pyrazolo[1,5-a]pyridin-3-yl)dimethylphosphine oxide